2-[(3R)-1-[(2R)-2-[4-(2-chloro-4-fluoro-phenyl)-2-oxo-chromen-7-yl]oxypropionyl]-3-piperidinyl]acetic acid ClC1=C(C=CC(=C1)F)C1=CC(OC2=CC(=CC=C12)O[C@@H](C(=O)N1C[C@H](CCC1)CC(=O)O)C)=O